4-ethyl-5-((N-tert-butoxycarbonyl-2-methyl-1,4-diazacycloheptan-1-yl)sulfonyl)isoquinolin-1-ol C(C)C1=CN=C(C2=CC=CC(=C12)S(=O)(=O)N1C(CN(CCC1)C(=O)OC(C)(C)C)C)O